CC1(N)CC=C(C=C1)C 1,4-dimethylaniline